F[C@H]1[C@H](CN(C2=C(S1(=O)=O)C=C(C(=C2)C(F)(F)F)O)C2=CC=C(C=C2)F)CCC(F)(F)F |r| rac-cis-2-fluoro-5-(4-fluorophenyl)-8-hydroxy-7-(trifluoromethyl)-3-(3,3,3-trifluoropropyl)-2,3,4,5-tetrahydrobenzo[b][1,4]thiazepine 1,1-dioxide